ethyl-6-[[(3R)-1-ethyl-3-piperidyl]amino]-3-(4-hydroxy-6-methyl-2,3-dihydrobenzofuran-5-yl)-1,2,4-triazin-5-one C(C)N1NC(=NC(C1N[C@H]1CN(CCC1)CC)=O)C=1C(=CC2=C(CCO2)C1O)C